FC(OC=1C(=CC2=C(N(C=N2)C2=CC=C(C(=N2)C(=O)N2C(CC2)C(F)(F)F)C(F)F)C1)NC=1N=NC(=CC1)C)F [6-[6-(difluoromethoxy)-5-[(6-methylpyridazin-3-yl)amino]benzimidazol-1-yl]-3-(difluoromethyl)-2-pyridyl]-[2-(trifluoromethyl)azetidin-1-yl]methanone